N-(p-tolyl)acetamide C1(=CC=C(C=C1)NC(C)=O)C